FC(C1=C(C=CC=C1)COC1=C(C=O)C=CC=C1)(F)F [2-(trifluoromethyl)phenyl]Methoxybenzaldehyde